C1(=CC=CC=C1)S(=O)(=O)NC(=O)C=1C(=NC(=CC1)N1N=C(C=C1)COC1(CC1)C)N1C(C[C@@H](C1)C)(C)C N-(benzenesulfonyl)-6-[3-[(1-methylcyclopropoxy)methyl]pyrazol-1-yl]-2-[(4S)-2,2,4-trimethylpyrrolidin-1-yl]pyridine-3-carboxamide